Cl.CC1=C(N(C=C1NC(=O)C=1N(C=C(N1)NC(CCN)=O)C)C)C(=O)O.OCNC1=C2NC=NC2=NC=N1 N6-hydroxymethyl-adenine methyl-4-[4-(3-aminopropanamido)-1-methylimidazole-2-amido]-1-methylpyrrole-2-carboxylate hydrochloride